C(C)(C)(C)OC(CNC(=O)C1=CC=NC2=CC(=CC=C12)C1(CC1)C)=O (7-(1-methylcyclopropyl)quinoline-4-carbonyl)glycine tert-butyl ester